(R)-2-(1-((6-(5-((((3,3-difluoropentan-2-yl)oxy)carbonyl)amino)-1-methyl-1H-1,2,3-triazol-4-yl)-2-methylpyridin-3-yl)ethynyl)cyclopropyl)acetic acid FC([C@@H](C)OC(=O)NC1=C(N=NN1C)C1=CC=C(C(=N1)C)C#CC1(CC1)CC(=O)O)(CC)F